CCCCCCCC/C=C\\CCCCCCCC(=O)OC[C@H](COP(=O)([O-])OC[C@@H](C(=O)[O-])[NH3+])O The molecule is a 1-acyl-sn-glycero-3-phosphoserine(1-) that is the conjugate base of 1-oleoyl-sn-glycero-3-phosphoserine. It is a 1-acyl-sn-glycero-3-phosphoserine(1-) and a lysophosphatidylserine 18:1(1-). It is a conjugate base of a 1-O-oleoyl-sn-glycero-3-phosphoserine.